(E)-1-(2-Dodecoxy-6-hydroxyphenyl)-3-(4-hydroxyphenyl)prop-2-en-1-one C(CCCCCCCCCCC)OC1=C(C(=CC=C1)O)C(\C=C\C1=CC=C(C=C1)O)=O